4-Hydroxy-6-[2-(4-hydroxycinnamoyl)-3,5-dihydroxybenzyl]-2H-pyran-2-one OC1=CC(OC(=C1)CC1=C(C(=CC(=C1)O)O)C(C=CC1=CC=C(C=C1)O)=O)=O